((2-nitrophenyl)amino)piperidin-1-carboxylate [N+](=O)([O-])C1=C(C=CC=C1)NC1N(CCCC1)C(=O)[O-]